FC=1C(=CC2=CN(N=C2C1C)C)N 6-fluoro-2,7-dimethyl-2H-indazol-5-amine